FC(S(=O)(=O)OC=1C=NC=C(C1)C1=C(C(=C(C=C1)C1=NN(C=C1)C)C#N)N1CCC(CC1)C1=NN=CN1C)(F)F 5-{3-cyano-2-[4-(4-methyl-1,2,4-triazol-3-yl)piperidin-1-yl]-4-(1-methylpyrazol-3-yl)phenyl}pyridin-3-yl trifluoromethanesulfonate